4-(4-chlorophenyl)-2-phenyl-2-(1H-1,2,4-triazol-1-ylmethyl)butyronitrile ClC1=CC=C(C=C1)CCC(C#N)(CN1N=CN=C1)C1=CC=CC=C1